1-(2-(2,6-dioxopiperidin-3-yl)-1,3-dioxoisoindolin-5-yl)-3-methylazetidine-3-carbaldehyde O=C1NC(CCC1N1C(C2=CC=C(C=C2C1=O)N1CC(C1)(C=O)C)=O)=O